C1(CCCCCCC1)C(NC(=O)C=1C(=NOC1)C)C1=NC2=C(N1)C=C(C=C2OC2CCOCC2)F N-{cyclooctyl-[6-fluoro-4-(tetrahydropyran-4-yloxy)-1H-benzoimidazol-2-yl]methyl}-3-methylisoxazole-4-carboxamide